N[C@H](C(=O)O)CCP(=O)(OC)OO (S)-2-amino-4-(hydroxy(methyl)phosphono)butanoic acid